C(C)N(C(N(CCCCCCCC)CC)=O)CCCCCCCC diethyl-N,N'-di-n-octylurea